NC1=C(C=C(OC2=CC=C(C=C2)C(C(F)(F)F)(C(F)(F)F)C2=CC=C(C=C2)OC2=CC(=C(C=C2)N)C(F)(F)F)C=C1)C(F)(F)F 2,2-bis[4-(4-amino-3-trifluoromethylphenoxy)phenyl]hexafluoropropane